N-phenoxycarbonyl-N-butylglycine O(C1=CC=CC=C1)C(=O)N(CC(=O)O)CCCC